SC(C(=O)OC(CCC)O)(C)S butandiol dimercaptopropionate